OC1=CC=CC=2CC=C(OC21)C 8-hydroxy-2-methyl-4H-1-benzopyran